1-(benzyloxy)-4-bromonaphthalene C(C1=CC=CC=C1)OC1=CC=C(C2=CC=CC=C12)Br